OC1=C2C(C=C(OC2=C(C(=C1)O)N1CCOCC1)C1=CC=C(C=C1)N1CCN(CC1)C)=O 5,7-dihydroxy-2-(4-(4-methylpiperazin-1-yl)phenyl)-8-morpholinyl-4H-chromen-4-one